CN1N=C2C=CC(=CC2=C1)N1C=NC2=CC(=CC=C2C1=O)NC1CCN(CC1)C 3-(2-methyl-2H-indazol-5-yl)-7-((1-methylpiperidin-4-yl)amino)quinazolin-4(3H)-one